bromoisovaleric acid BrC(C(=O)O)C(C)C